5-chloro-N-(3-chloro-5-(tetrahydrofuran-3-yl)phenyl)-2-(1,1-dioxidoisothiazolidin-2-yl)isonicotinamide ClC1=CN=C(C=C1C(=O)NC1=CC(=CC(=C1)C1COCC1)Cl)N1S(CCC1)(=O)=O